(S)-1'-(5-((2-chloro-3-(trifluoromethyl)pyridin-4-yl)thio)-1H-imidazo[4,5-b]pyrazin-2-yl)-5,7-dihydrospiro[cyclopenta[b]pyridine-6,4'-piperidin]-5-amine ClC1=NC=CC(=C1C(F)(F)F)SC=1N=C2C(=NC1)NC(=N2)N2CCC1(CC2)[C@@H](C=2C(=NC=CC2)C1)N